2,2'-(1-(4-(benzyloxy)butyl)piperidine-4,4-diyl)bis(ethan-1-ol) C(C1=CC=CC=C1)OCCCCN1CCC(CC1)(CCO)CCO